{5-CYCLOPROPYL-2-[2-(3,6-DIFLUORO-PYRIDIN-2-YLAMINO)-PYRIDIN-4-YL]-PYRIDO[3,4-D]PYRIMIDIN-4-YL}-((S)-3,3-DIMETHYL-PIPERIDIN-4-YL)-AMINE C1(CC1)C1=CN=CC=2N=C(N=C(C21)N[C@@H]2C(CNCC2)(C)C)C2=CC(=NC=C2)NC2=NC(=CC=C2F)F